methyl 7-bromo-5-iodo-1-(4-methoxybenzyl)-1H-benzo[d]imidazole-4-carboxylate BrC1=CC(=C(C2=C1N(C=N2)CC2=CC=C(C=C2)OC)C(=O)OC)I